1-(1-acryloylpyrrolidin-3-yl)-5-(3-hydroxynaphthalen-1-yl)-1H-indole-3-carbonitrile C(C=C)(=O)N1CC(CC1)N1C=C(C2=CC(=CC=C12)C1=CC(=CC2=CC=CC=C12)O)C#N